(2RS)-2-[6-[2-[6-(Morpholin-4-carbonyl)-3-pyridyl]ethynyl]-1-oxo-isoindolin-2-yl]-2-phenyl-N-thiazol-2-yl-acetamid N1(CCOCC1)C(=O)C1=CC=C(C=N1)C#CC1=CC=C2CN(C(C2=C1)=O)[C@@H](C(=O)NC=1SC=CN1)C1=CC=CC=C1 |r|